ClC=1C=CC(N(C1)C1=C(C(=CC=C1)C1=CC2=C(N=C(N=C2)NCC)N2C1=NN=C2)F)OC 5-Chloro-N-(3-(2-(ethylamino)-[1,2,4]triazolo[4',3':1,6]pyrido[2,3-d]pyrimidin-6-yl)-2-fluorophenyl)-2-methoxypyridine